N1(CCNCC1)C(N)=N Piperazine-1-carboximidamide